C(N)(=N)NC(CC1=C(C(=CC=C1C)C=1C=NN(C1)C)C)=O N-carbamimidoyl-2-(2,6-dimethyl-3-(1-methyl-1H-pyrazol-4-yl)phenyl)acetamide